CN1CCN(CCN2CCN(CCN(CCN(CC1)CCN(CCN(CC2)C)C)CC=2C=C(C=CC2)O)C)CC=2C=C(C=CC2)O 3,3'-((7,16,21,24-tetramethyl-1,4,7,10,13,16,21,24-octaazabicyclo[8.8.8]hexacosane-4,13-diyl)bis(methylene))diphenol